1-[tert-butoxycarbonyl(methyl)amino]cyclopropanecarboxylate C(C)(C)(C)OC(=O)N(C1(CC1)C(=O)[O-])C